mannaric acid dipropyl ester C(CC)OC([C@H]([C@H]([C@@H]([C@@H](C(=O)OCCC)O)O)O)O)=O